BrC1=NN(C=C1)C1=NC=C(C=C1)[N+](=O)[O-] 2-(3-bromopyrazol-1-yl)-5-nitro-pyridine